CN1C=C(C(=CC1=O)C1=CC=CC=C1)C=1C=NN(C1)CC(=O)NCCC 2-(4-(1-methyl-6-oxo-4-phenyl-1,6-dihydropyridin-3-yl)-1H-pyrazol-1-yl)-N-propylacetamide